NC1CCC(CC1)NC(=O)NC1=NC=CC(=C1)C1=CC=C(C=2C=COC21)F 1-((1r,4r)-4-aminocyclohexyl)-3-(4-(4-fluoro-benzofuran-7-yl)pyridin-2-yl)urea